4-(5'-methylspiro(cyclopropane-1,3'-pyrrolo[3,2-b]pyridin)-1'(2'H)-yl)pyrimidine-5-carboxylate CC1=CC=C2C(=N1)C1(CN2C2=NC=NC=C2C(=O)[O-])CC1